The molecule is an organic sodium salt that is the disodium salt of 5,7-dinitro-8-hydroxynaphthalene-2-sulfonic acid. It has a role as a histological dye. It contains a flavianate. C1=CC2=C(C=C1S(=O)(=O)[O-])C(=C(C=C2[N+](=O)[O-])[N+](=O)[O-])[O-].[Na+].[Na+]